ClC1=CC=C(C=C1)C1=NN([C@H]([C@@H]1C1=CC=CC=C1)C)\C(=N/S(=O)(=O)N1CC(CCC1)(F)F)\Cl (4S,5S,E)-3-(4-chlorophenyl)-N-((3,3-difluoropiperidin-1-yl)sulfonyl)-5-methyl-4-phenyl-4,5-dihydro-1H-pyrazole-1-carboximidoyl chloride